BUT-2-EN-1-YLBENZENE C(C=CC)C1=CC=CC=C1